trimethylolammonium C(O)[NH+](CO)CO